C(CCCCCCC(=O)OCC1(COC(OC1)(C)C)COC(CCCCCCC(=O)OCC\C=C/CCCC)=O)(=O)OCC\C=C/CCCC O8-[[2,2-dimethyl-5-[[8-[(Z)-oct-3-enoxy]-8-oxo-octanoyl]oxymethyl]-1,3-dioxan-5-yl]methyl] O1-[(Z)-oct-3-enyl] octanedioate